6-(1-(2-isopropoxyethyl)-1H-pyrazol-4-yl)-4-(6-(4-((6-methoxypyridin-3-yl)methyl)piperazin-1-yl)pyridin-3-yl)pyrazolo[1,5-a]pyrazine-3-carbonitrile C(C)(C)OCCN1N=CC(=C1)C=1N=C(C=2N(C1)N=CC2C#N)C=2C=NC(=CC2)N2CCN(CC2)CC=2C=NC(=CC2)OC